1-hexylnonyl 6-bromohexanoate BrCCCCCC(=O)OC(CCCCCCCC)CCCCCC